OC[C@@H]1C(\C(\C1)=C(\CO)/C)(C)C (S,E)-2-(3-hydroxymethyl-2,2-dimethylcyclobutylidene)propan-1-ol